Phthalimido-5'-O-TBDMS-N2-((dimethylamino)methylene)-8-aza-2'-deoxyguanosine C1(C=2C(C(N1[C@@]1(C[C@H](O)[C@@H](CO[Si](C)(C)C(C)(C)C)O1)N1N=NC=3C(=O)NC(N=CN(C)C)=NC13)=O)=CC=CC2)=O